1-[4-(2-azido-1,1-difluoro-ethyl)phenyl]-3-nitro-pyrazole N(=[N+]=[N-])CC(F)(F)C1=CC=C(C=C1)N1N=C(C=C1)[N+](=O)[O-]